1-(4-{2-[1-(2-Ethoxy-ethyl)-1H-pyrazol-4-ylamino]-thiazol-4-yl}-3-fluoro-phenyl)-imidazolidin-2-one C(C)OCCN1N=CC(=C1)NC=1SC=C(N1)C1=C(C=C(C=C1)N1C(NCC1)=O)F